N-(azetidin-3-ylmethyl)-7-(8-chloro-1-naphthyl)-N-methyl-2-[[(2S)-1-methylpyrrolidin-2-yl]methoxy]-6,8-dihydro-5H-pyrido[3,4-d]pyrimidin-4-amine N1CC(C1)CN(C=1C2=C(N=C(N1)OC[C@H]1N(CCC1)C)CN(CC2)C2=CC=CC1=CC=CC(=C21)Cl)C